CC1OC2=C(C(NC1)=O)C=CC(=N2)OC2CCNCC2 2-methyl-8-(4-piperidinyloxy)-3,4-dihydro-2H-pyrido[3,2-f][1,4]oxazepin-5-one